4-(1-chloro-3-(5-(difluoromethyl)-1,3,4-thiadiazol-2-yl)-6-(N-(1-methylcyclopropyl)sulfamoyl)imidazo[1,5-a]pyridin-8-yl)-N,N-dimethyl-3,6-dihydropyridine-1(2H)-carboxamide ClC=1N=C(N2C1C(=CC(=C2)S(NC2(CC2)C)(=O)=O)C=2CCN(CC2)C(=O)N(C)C)C=2SC(=NN2)C(F)F